perfluorophenyl 7-(1,1-difluoroethyl)-2-methoxyquinoline-3-carboxylate FC(C)(F)C1=CC=C2C=C(C(=NC2=C1)OC)C(=O)OC1=C(C(=C(C(=C1F)F)F)F)F